1-benzyl-5-(4,4,5,5-tetramethyl-1,3,2-dioxaborolan-2-yl)-1H-indazole C(C1=CC=CC=C1)N1N=CC2=CC(=CC=C12)B1OC(C(O1)(C)C)(C)C